O=C1N(CCC(N1)=O)C1=NN(C2=CC(=CC=C12)N1CCN(CC1)CCC(=O)OC(C)(C)C)C Tert-butyl 3-(4-(3-(2,4-dioxotetrahydropyrimidin-1(2H)-yl)-1-methyl-1H-indazol-6-yl)piperazin-1-yl)propanoate